1-cyclopropyl-3-fluoro-N-(6-(1-methyl-1H-pyrazol-4-yl)isoquinolin-3-yl)azetidine-3-carboxamide C1(CC1)N1CC(C1)(C(=O)NC=1N=CC2=CC=C(C=C2C1)C=1C=NN(C1)C)F